(4-(2-hydroxypropan-2-yl)piperidin-1-yl)(7-methyl-4-morpholino-2-(3-(m-tolyl)-1H-pyrazol-1-yl)thieno[3,2-d]pyrimidin-6-yl)methanone OC(C)(C)C1CCN(CC1)C(=O)C1=C(C=2N=C(N=C(C2S1)N1CCOCC1)N1N=C(C=C1)C=1C=C(C=CC1)C)C